CC1=C(C=C(C=C1)NC(CC1=NC(=CC=C1)C(F)(F)F)=O)NC1=NC=CC=C1C1=C2N=CN(C2=NC=N1)C1OCCCC1 N-(4-methyl-3-(3-(9-(tetrahydro-2H-pyran-2-yl)-9H-purin-6-yl)pyridin-2-ylamino)phenyl)-2-(6-(trifluoromethyl)-pyridin-2-yl)acetamide